methyl 2-(4-(5-amino-3-oxo-4-(((phenylmethyl-d2)sulfonyl)oxy)-2,3-dihydrofuran-2-yl-2-d)phenyl)acetate NC1=C(C(C(O1)([2H])C1=CC=C(C=C1)CC(=O)OC)=O)OS(=O)(=O)C([2H])([2H])C1=CC=CC=C1